5-(2,4-difluorophenyl)-N-((1-(quinoxaline-2-carbonyl)piperidin-4-yl)methyl)isoxazole-3-carboxamide FC1=C(C=CC(=C1)F)C1=CC(=NO1)C(=O)NCC1CCN(CC1)C(=O)C1=NC2=CC=CC=C2N=C1